4-(2-(hydroxymethyl)-6-methylpyridin-3-yl)piperidin-4-ol dihydrochloride salt Cl.Cl.OCC1=NC(=CC=C1C1(CCNCC1)O)C